C1(=CC=CC=C1)C(C)C1=CC=C(OCCOCCO)C=C1 2-{2-[4-(1-phenylethyl)phenoxy]ethoxy}ethanol